CC(C(=O)N1C[C@H]2OC3=C([C@@H]1C2)C=NC=C3C#N)(C#C)C (2S,5S)-4-(2,2-dimethylbut-3-ynoyl)-2,3,4,5-tetrahydro-2,5-methanopyrido[3,4-f][1,4]oxazepine-9-carbonitrile